N1N=CC=C1CN(C1=CC=C2C(=CC(OC2=C1)=O)C1=C(C=CC=C1)C)C 7-(((1H-pyrazol-5-yl)methyl)(methyl)amino)-4-(o-tolyl)-2H-chromen-2-one